OC(C)(C)C1CCC(CC1)NC1=CC(N(C2=C1N=C(N=C2)N2C=NC=C2)C)=O 8-(((1r,4r)-4-(2-hydroxy-prop-2-yl)cyclohexyl)amino)-2-(1H-imidazol-1-yl)-5-methylpyrido[3,2-d]pyrimidin-6(5H)-one